1-(1H-Indol-7-yl)-4-methylpiperazin-2-one N1C=CC2=CC=CC(=C12)N1C(CN(CC1)C)=O